(2S,4r)-4-hydroxy-1-[(2S)-2-[4-[(3-methoxyphenoxy)methyl]triazol-1-yl]-3,3-dimethyl-butyryl]-N-methyl-pyrrolidine-2-carboxamide O[C@@H]1C[C@H](N(C1)C([C@H](C(C)(C)C)N1N=NC(=C1)COC1=CC(=CC=C1)OC)=O)C(=O)NC